C1(=CC=C(C=C1)S(=O)(=O)N1[C@@H](SCC1)C(=O)N[C@@H](CCO)C1=CC=CC=C1)C1=CC=CC=C1 (2S)-3-([1,1'-biphenyl]-4-ylsulfonyl)-N-[(1S)-3-hydroxy-1-phenylpropyl]-1,3-thiazolidine-2-carboxamide